C(=C)S(=O)(=O)CC(=O)N(CCN)C(CS(=O)(=O)C=C)=O N,N-bis(vinylsulfonyl-acetyl)ethylenediamine